ClC1=C(C=C(OCC(=O)NC23CC(C2)(C3)C=3OC(=NN3)C3(CC3)C(F)F)C=C1)F 2-(4-chloro-3-fluoro-phenoxy)-N-[3-[5-[2-trans-(difluoromethyl)cyclopropyl]-1,3,4-oxadiazol-2-yl]-1-bicyclo[1.1.1]pentanyl]acetamide